[N+](=O)([O-])C1=C(C=CC=C1)C(=O)OO hydroxyl nitrobenzenecarboxylate